6-C-Methyl-Quercetin CC1=C(C=2C(C(=C(OC2C=C1O)C1=CC(O)=C(O)C=C1)O)=O)O